(2S,3S)-N-(2-isopropoxy-5-(pentafluorosulfanyl)benzyl)-2-phenylpiperidin-3-amine C(C)(C)OC1=C(CN[C@@H]2[C@@H](NCCC2)C2=CC=CC=C2)C=C(C=C1)S(F)(F)(F)(F)F